2-Chloro-N-[3-({[6-(methylamino)-4-(1,2,3,4-tetrahydroisoquinolin-5-ylamino)-1,3,5-triazacyclohexan-2-yl]amino}methyl)phenyl]acetamide ClCC(=O)NC1=CC(=CC=C1)CNC1NC(NC(N1)NC1=C2CCNCC2=CC=C1)NC